(2-hydroxyethyl)dimethyl(3-sulfopropyl)ammonium OCC[N+](CCCS(=O)(=O)O)(C)C